CN1N=C(OC2(CC2)C1=O)C=1C(=NC=CN1)C(C)NC(C1=CC(=CC(=C1)C(F)(F)F)C(F)(F)F)=O N-(1-(3-(7-methyl-8-oxo-4-oxa-6,7-diazaspiro[2.5]oct-5-en-5-yl)pyrazin-2-yl)ethyl)-3,5-bis(trifluoromethyl)benzamide